C(C)ON(C(C(C)(C)C)=O)[Sn]N(C(C(C)(C)C)=O)OCC bis(N-ethoxy-2,2-dimethylpropionamido)tin (II)